N1(C=NC=C1)CCCN(C(=O)C1CCC1)C=1SC2=C(N1)C(=CC=C2)CNC(OC(C)(C)C)=O 1-tert-butyl ((2-(N-(3-(1H-imidazol-1-yl)propyl)cyclobutanecarboxamido)benzo[d]thiazol-4-yl)methyl)carbamate